5-chloro-2-methyl-N-((1r,4r)-4-((3-(3-methyl-1H-pyrazolo[3,4-b]pyridin-5-yl)-2-oxo-2,3-dihydro-1H-benzo[d]imidazol-1-yl)methyl)cyclohexyl)nicotinamide ClC=1C=NC(=C(C(=O)NC2CCC(CC2)CN2C(N(C3=C2C=CC=C3)C=3C=C2C(=NC3)NN=C2C)=O)C1)C